N-(4-(cis-bicyclo[3.1.0]hexan-3-yloxy)-3,5-difluorophenyl)-2-(3,3-diethylazetidin-1-yl)-5-(2,2,2-trifluoroethyl)oxazole-4-carboxamide C12CC(CC2C1)OC1=C(C=C(C=C1F)NC(=O)C=1N=C(OC1CC(F)(F)F)N1CC(C1)(CC)CC)F